(S)-3-(((S)-3-butyl-3-ethyl-5-(4-fluorophenyl)-7-(methylsulfanyl)-1,1-dioxo-2,3,4,5-tetrahydro-1,5-benzothiazepin-8-yl)oxy)-2-hydroxypropionic acid C(CCC)[C@@]1(CS(C2=C(N(C1)C1=CC=C(C=C1)F)C=C(C(=C2)OC[C@@H](C(=O)O)O)SC)(=O)=O)CC